(1R,1'R,2S,2'S)-2,2'-Di-tert-butyl-2,3,2',3'-tetrahydro-1H,1'H-(1,1)biisophosphindolyl C(C)(C)(C)[P@@]1[C@H](C2=CC=CC=C2C1)[C@@H]1[P@](CC2=CC=CC=C12)C(C)(C)C